C(#N)/C(/C(=O)OCC)=C\OCC ethyl (E)-2-cyano-3-ethoxy-prop-2-enoate